(2S)-2-amino-2-cyclopropyl-N-[(1S,9S)-4-methoxy-17-methyl-17-azatetracyclo[7.5.3.01,10.02,7]heptadeca-2(7),3,5-trien-5-yl]acetamide N[C@H](C(=O)NC=1C(=CC=2[C@@]34C([C@H](CC2C1)N(CC4)C)CCCC3)OC)C3CC3